(4-chloro-3-trifluoromethyl-phenyl)-carbamic acid 1-benzyl-1,2,3,4-tetrahydro-quinolin-6-yl ester C(C1=CC=CC=C1)N1CCCC2=CC(=CC=C12)OC(NC1=CC(=C(C=C1)Cl)C(F)(F)F)=O